ClC1=CC(=NC(=C1O)Cl)C(=O)NC1=C2C(N(C=NC2=CC=C1)CC1=NC=CC=C1Cl)=O 4,6-dichloro-N-(3-((3-chloropyridin-2-yl)methyl)-4-oxo-3,4-dihydroquinazolin-5-yl)-5-hydroxypicolinamide